N1C=NC(=C1)NC=1NC=2N(C(C1C1=CC=C(C=C1)OC)=O)N=C(C2C2=CC=CC=C2)C2=CC=CC=C2 5-((1H-imidazol-4-yl)amino)-6-(4-methoxyphenyl)-2,3-diphenylpyrazolo[1,5-a]pyrimidin-7(4H)-one